F[C@H]1CN(CC[C@@H]1[C@H](NC(C)=O)C=1C=2N(C=CC1)C(=C(N2)C#CCNC2=C(C=C(C=C2)S(=O)(=O)C)OC)CC(F)(F)F)C N-((S)-((3R,4R)-3-fluoro-1-methylpiperidin-4-yl)(2-(3-((2-methoxy-4-(methylsulfonyl)phenyl)amino)prop-1-yn-1-yl)-3-(2,2,2-trifluoroethyl)imidazo[1,2-a]pyridin-8-yl)methyl)acetamide